4-(difluoromethyl)oxazole (S)-1-phenylethyl-1H-imidazole-1-carboxylate C1(=CC=CC=C1)[C@H](C)OC(=O)N1C=NC=C1.FC(C=1N=COC1)F